Myristoylcholine C(CCCCCCCCCCCCC)(=O)OCC[N+](C)(C)C